(S)-2-(N-[4-Amino-5-[4-(difluoromethoxy)benzoyl]thiazol-2-yl]-4-chloroanilino)propanamid NC=1N=C(SC1C(C1=CC=C(C=C1)OC(F)F)=O)N(C1=CC=C(C=C1)Cl)[C@H](C(=O)N)C